1-(2-(((1-(4-(5,7-dimethoxy-4-oxo-3,4-dihydroquinazolin-2-yl)phenyl)piperidin-4-yl)(methyl)amino)methyl)phenyl)dihydropyrimidine-2,4(1H,3H)-dione COC1=C2C(NC(=NC2=CC(=C1)OC)C1=CC=C(C=C1)N1CCC(CC1)N(C)CC1=C(C=CC=C1)N1C(NC(CC1)=O)=O)=O